FC(CN1N=CC=2C=NC(=CC21)N2CC1(CN(C1)C1=NC(=NC(=C1)C(F)(F)F)C)CC2)F 6-[1-(2,2-difluoroethyl)-1H-pyrazolo[4,3-c]pyridin-6-yl]-2-[2-methyl-6-(trifluoromethyl)pyrimidin-4-yl]-2,6-diazaspiro[3.4]octane